BrC1=C(C=C(CN2CCN(CC2)C=2C=CC(=NC2C)C(=O)NC)C=C1)[N+](=O)[O-] 5-(4-(4-bromo-3-nitrobenzyl)piperazin-1-yl)-N,6-dimethylpyridineamide